nonyl 8-((6-((4,4-bis(((Z)-oct-5-en-1-yl)oxy)butanoyl)oxy)hexyl)(2-hydroxyethyl)amino)octanoate C(CCC\C=C/CC)OC(CCC(=O)OCCCCCCN(CCCCCCCC(=O)OCCCCCCCCC)CCO)OCCCC\C=C/CC